Cl.C=1(C=CN2C=CC=CC12)CC(C)NC 1-(indolizin-1-yl)-N-methylpropan-2-amine HCl salt